9,9-dimethylPhenylfluorene CC1(C2=CC=CC=C2C=2C=CC=C(C12)C1=CC=CC=C1)C